CC1(OB(OC1(C)C)C1=CC(=CC(=C1)B1OC(C(O1)(C)C)(C)C)B1OC(C(O1)(C)C)(C)C)C 1,3,5-tris(4,4,5,5-tetramethyl-1,3,2-dioxaborolan-2-yl)benzene